NC=1C=CC(=NC1)NC(CC)=O N-(5-aminopyridin-2-yl)propanamide